3',5'-dimethoxy-4'-hydroxy-acetophenone COC=1C=C(C=C(C1O)OC)C(C)=O